N1N=CC2=CC(=CC=C12)NC1=NC(=NC=C1)C1=CC=C2C=C(NC2=C1)C(=O)NC1CN(CCC1)C1CCN(CC1)C 6-(4-((1H-indazol-5-yl)amino)pyrimidin-2-yl)-N-(1'-methyl-[1,4'-bipiperidin]-3-yl)-1H-indole-2-carboxamide